C(C)(C)(C)N1C=NC(=C1)C(=O)NC1=CC(=C(C=C1)C)C1=CC=2N(C(=C1)N1CCOCC1)N=CN2 1-(Tert-butyl)-N-(4-methyl-3-(5-morpholino-[1,2,4]triazolo[1,5-a]pyridin-7-yl)phenyl)-1H-imidazole-4-carboxamide